C(C(C)C)(=O)O.O1C(CC=C1)=O furanone isobutyrate